C(C1=CC=CC=C1)OCC1C(C2(C1)CCC2)=O ((benzyloxy)methyl)spiro[3.3]heptane-1-one